N-(4-Cyanophenyl)-3-(pyridin-3-yl)-3a,4,5,6,7,7a-hexahydro-4,7-methanobenzo[d]isoxazole-7a-carboxamide C(#N)C1=CC=C(C=C1)NC(=O)C12C(C(=NO1)C=1C=NC=CC1)C1CCC2C1